(1'R,2'R,4'S)-4-(2-Methoxypyridin-3-yl)-5'-methyl-2'-(prop-1-en-2-yl)-1',2',3',4'-tetrahydro-[1,1'-biphenyl]-2,4',6-triol COC1=NC=CC=C1C=1C=C(C(=C(C1)O)[C@H]1[C@@H](C[C@@H](C(=C1)C)O)C(=C)C)O